NC=1C2=C(N=CN1)N(C(=C2C2CCN(CC2)C(CNC(NC)=O)=O)C2=CC=C(C=C2)NC(C=C)=O)C N-(4-(4-amino-7-methyl-5-(1-((methylcarbamoyl)glycinyl)piperidin-4-yl)-7H-pyrrolo[2,3-d]pyrimidin-6-yl)phenyl)acrylamide